2-(6-fluoro-1H-inden-3-yl)-4-(trifluoromethyl)benzoic acid methyl ester COC(C1=C(C=C(C=C1)C(F)(F)F)C1=CCC2=CC(=CC=C12)F)=O